ethyl (2S)-2-[(2S)-3-(4-[bis(2-chloroethyl)amino]phenyl)-2-{[(tert-butoxy)carbonyl]-amino}propanamido]-3-(4-fluorophenyl)propanoate ClCCN(C1=CC=C(C=C1)C[C@@H](C(=O)N[C@H](C(=O)OCC)CC1=CC=C(C=C1)F)NC(=O)OC(C)(C)C)CCCl